N-Boc-L-leucinol CC(C)C[C@@H](CO)NC(=O)OC(C)(C)C